BrC=1C=C(C=CC1)C1(CC(C1)F)C(=O)OC methyl (1r,3r)-1-(3-bromophenyl)-3-fluorocyclobutane-1-carboxylate